NC=1SC=C(N1)C(C(=O)OCC)(F)F ethyl 2-(2-aminothiazole-4-yl)-2,2-difluoroacetate